OCCN1C[C@@H](CCC1)NC1=C(C=C(N=N1)C1=C(C=C(C=C1C)C(F)(F)F)O)C (R)-2-(6-((1-(2-Hydroxyethyl)piperidin-3-yl)amino)-5-methylpyridazin-3-yl)-3-methyl-5-(trifluoromethyl)phenol